OC[C@H]1N(CCC1)C1CCC2=C(CC1)C=C(C=C2)C=2C=C1C(=NC2)NN=C1C1=CC2=C(C(NCCO2)=O)C=C1 8-(5-{7-[(2S)-2-(Hydroxymethyl)pyrrolidin-1-yl]-6,7,8,9-tetrahydro-5H-benzo[7]annulen-2-yl}-1H-pyrazolo[3,4-b]pyridin-3-yl)-2,3,4,5-tetrahydro-1,4-benzoxazepin-5-one